tert-butyl 3-((7-bromo-2,6-dichloro-8-fluoroquinazolin-4-yl)amino)azetidine-1-carboxylate BrC1=C(C=C2C(=NC(=NC2=C1F)Cl)NC1CN(C1)C(=O)OC(C)(C)C)Cl